14-hydroxy-icosanoic acid OC(CCCCCCCCCCCCC(=O)O)CCCCCC